2-(Perfluorooctyl)ethyl dihydrogen phosphate P(=O)(OCCC(C(C(C(C(C(C(C(F)(F)F)(F)F)(F)F)(F)F)(F)F)(F)F)(F)F)(F)F)(O)O